C1=CC(=C(C(=C1)Cl)Cl)C2=C(C(=C(C=C2Cl)Cl)Cl)Cl 2-(1,3-phenylene)bis-2-oxazoline